BrC1=NC=CC(=C1)C1=C(C2=NC(=CC(=C2N1)CC1CC1)F)C1=NC=CC=C1 2-(2-bromopyridin-4-yl)-7-(cyclopropylmethyl)-5-fluoro-3-(pyridin-2-yl)-1H-pyrrolo[3,2-b]pyridine